C1(CC1)[C@@H](\C=C\S(=O)(=O)C)NC(=O)N1[C@@H](C[C@@H](CC1)CC(F)(F)F)C1=CC=CC=C1 (2S,4R)-N-((S,E)-1-cyclopropyl-3-(methylsulfonyl)allyl)-2-phenyl-4-(2,2,2-trifluoroethyl)piperidine-1-carboxamide